[Gd].[Gd].[Gd].[Gd].C(C)(=O)O acetic acid tetragadolinium